ClC=1C=C(C=C(C1OC=1C=C2CCN(C(C2=CC1)=O)C)Cl)N1N=C(C(NC1=O)=O)C#N (3,5-dichloro-4-((2-methyl-1-oxo-1,2,3,4-tetrahydroisoquinolin-6-yl)oxy)phenyl)-3,5-dioxo-2,3,4,5-tetrahydro-1,2,4-triazine-6-carbonitrile